C(C)(C)(C)OC(=O)NCCCN N-tert-butyloxycarbonyl-1,3-propanediamine